2-[2-[[2-chloro-4-[[5-[4-(cyanomethoxy)-2,3-difluoro-phenyl]-1-methyl-imidazole-2-carbonyl]amino]benzoyl]amino]ethoxy]ethyl-trimethyl-ammonium formate C(=O)[O-].ClC1=C(C(=O)NCCOCC[N+](C)(C)C)C=CC(=C1)NC(=O)C=1N(C(=CN1)C1=C(C(=C(C=C1)OCC#N)F)F)C